ClC=1C=C(C=CC1)C(C(C(=O)OC(C)(C)C)=C)O t-butyl 2-((3-chlorophenyl)(hydroxy)methyl)acrylate